4-Hydroxy-3-methoxybenzaldehyd OC1=C(C=C(C=O)C=C1)OC